C(C1=CC=CC=C1)C1CCC(CC1)(O)C1=C(N=C2N1C=CC=C2)C2=CC=C(C=C2)Cl 4-Benzyl-1-(2-(4-chlorophenyl)imidazo[1,2-a]pyridin-3-yl)cyclohexan-1-ol